4-(4-((benzyloxy)carbonyl)-3-(cyanomethyl)piperazin-1-yl)-5,6,7,8-tetrahydropyrido[3,4-d]pyrimidine-2-carboxylic acid methyl ester COC(=O)C=1N=C(C2=C(N1)CNCC2)N2CC(N(CC2)C(=O)OCC2=CC=CC=C2)CC#N